ClC=1C(=C(C=CC1)CNC(CN(C(CN1N=C(C2=CC=CC=C12)C(=O)N)=O)[C@@H]1C[C@H](C1)OC)=O)F 1-(2-((2-((3-chloro-2-fluorophenylmethyl)amino)-2-oxoethyl)((trans)-3-methoxycyclobutyl)amino)-2-oxoethyl)-1H-indazole-3-carboxamide